C(C)(=O)N[C@H]1[C@H]([C@@H]([C@H](O[C@H]1OC1=C(C(=CC(=C1)OC)OC)C(\C=C\C1=CC=C(C=C1)OC)=O)COC(C)=O)OC(C)=O)OC(C)=O.CC(C)OC1=CC=C(OC2CCNCC2)C=C1 4-{4-[(propan-2-yl)oxy]phenoxy}piperidine [(2R,3S,4R,5S,6S)-5-Acetamido-3,4-diacetyloxy-6-[3,5-dimethoxy-2-[(E)-3-(4-methoxyphenyl)prop-2-enoyl]phenoxy]oxan-2-yl]methyl-acetate